(3-benzyloxycyclobutyl)-3-methyl-1-(2-trimethylsilylethoxymethyl)benzimidazol-2-one C(C1=CC=CC=C1)OC1CC(C1)C1=CC=CC=2N(C(N(C21)C)=O)COCC[Si](C)(C)C